CC1(OB(OC1(C)C)C1=CC=C(C=C1)N1CC2(CN(C2)C(=O)OC(C)(C)C)CC1)C tert-butyl 6-(4-(4,4,5,5-tetramethyl-1,3,2-dioxaborolan-2-yl)phenyl)-2,6-diazaspiro[3.4]octane-2-carboxylate